O1C=CC2=C1C=C(C=C2)C(=O)N2CC1=CC(=C(C(=C1CC2)Cl)C(=O)N[C@H](C(=O)OC(C)OC(=O)OC)CC2=CC(=CC=C2)S(=O)(=O)C)Cl 1-((Methoxycarbonyl)oxy)ethyl (2S)-2-(2-(benzofuran-6-carbonyl)-5,7-dichloro-1,2,3,4-tetrahydroisoquinoline-6-carboxamido)-3-(3-(methylsulfonyl)phenyl)propanoate